ClC=1C=CC2=C(N=C(O2)SCC(=O)C2=CC=CS2)C1 5-(2-((5-chlorobenzo[d]oxazol-2-yl)thio)acetyl)thiophen